4-((E)-2-(5-bromo-6-methylpyridin-2-yl)vinyl)-6,6-difluoro-3,5-dimethylhexahydroisobenzofuran-1(3H)-one BrC=1C=CC(=NC1C)/C=C/C1C2C(OC(C2CC(C1C)(F)F)=O)C